ClC=1C=C(C=CC1)N[C@H](C(=O)N1[C@H]2CC([C@@H]([C@H]1C(=O)N[C@@H](C[C@H]1C(NCCC1)=O)C#N)CC2)(F)F)CC2CC2 (1R,3S,4R)-2-((S)-2-((3-chlorophenyl)amino)-3-cyclopropylpropanoyl)-N-((S)-1-cyano-2-((S)-2-oxopiperidin-3-yl)ethyl)-5,5-difluoro-2-azabicyclo[2.2.2]octane-3-carboxamide